N'-(4-fluorophenyl)cyclopropane-1,1-dicarboxamide FC1=CC=C(C=C1)NC(=O)C1(CC1)C(=O)N